N1=CNC2=NC=C(C=C21)N 3H-imidazo[4,5-b]pyridin-6-amine